COC1=C(C(=O)N)C=C(C=C1)S(N)(=O)=O 2-methoxy-5-sulfamoyl-benzamide